methyl ((5-isobutyl-3-(4-(1-(2-methyl-1H-imidazol-1-yl)ethyl)phenyl)thiophen-2-yl)sulfonyl)carbamate C(C(C)C)C1=CC(=C(S1)S(=O)(=O)NC(OC)=O)C1=CC=C(C=C1)C(C)N1C(=NC=C1)C